N-(4-methoxy-2-(methyl(2-(methylamino)ethyl)amino)-5-((4-(1-methylpyrrolo[1,2-a]-pyrazin-6-yl)pyrimidin-2-yl)amino)phenyl)but-2-ynamide COC1=CC(=C(C=C1NC1=NC=CC(=N1)C1=CC=C2N1C=CN=C2C)NC(C#CC)=O)N(CCNC)C